CNC1=NC(=NC(=N1)Cl)Cl N-methyl-4,6-dichloro-1,3,5-triazin-2-amine